ClC1=CC(=C(C=C1)C1OC2=C(O1)C=CC=C2C2CCN(CC2)CC=2N(C(=CN2)/C=C(/C(=O)O)\C)C[C@H]2OCC2)F (E)-3-(2-((4-(2-(4-chloro-2-fluorophenyl)benzo[d][1,3]dioxol-4-yl)piperidin-1-yl)methyl)-1-((S)-oxetan-2-ylmethyl)-1H-imidazol-5-yl)-2-methylacrylic acid